FC=1C=C(C=CC1)[C@H](C(=O)NC=1SC=CN1)N1N=C2C=C(C=CC2=C1)I |r| (2RS)-2-(3-fluorophenyl)-2-(6-iodoindazol-2-yl)-N-thiazol-2-yl-acetamide